C1(CCCCCC1)[C@@H](C(=O)NC1=NC=C(C=C1)C1=C(N=NN1C)C1CC1)NC(OC(C)(C)C)=O tert-butyl (S)-(1-cycloheptyl-2-((5-(4-cyclopropyl-1-methyl-1H-1,2,3-triazol-5-yl)pyridin-2-yl)amino)-2-oxoethyl)carbamate